(R)-1-(2-fluoropropyl)-N-(6-(thiazol-5-yl)isoquinolin-3-yl)piperidine-4-carboxylic acid amide F[C@@H](CN1CCC(CC1)C(=O)NC=1N=CC2=CC=C(C=C2C1)C1=CN=CS1)C